(S)-2,2,2-trifluoro-N-(1-(4-(hept-6-enoyl)phenyl)ethyl)acetamide FC(C(=O)N[C@@H](C)C1=CC=C(C=C1)C(CCCCC=C)=O)(F)F